(4-((5-bromo-4-chloropyridin-2-yl)amino)-3-(1-methyl-1H-imidazol-4-yl)phenyl)acrylamide BrC=1C(=CC(=NC1)NC1=C(C=C(C=C1)C(C(=O)N)=C)C=1N=CN(C1)C)Cl